2-(5-(hydroxymethyl)-4-((2-nitrophenyl)sulfonyl)piperazin-2-yl)acetic acid methyl ester COC(CC1NCC(N(C1)S(=O)(=O)C1=C(C=CC=C1)[N+](=O)[O-])CO)=O